ClC1=C(C=C(OCC(=O)NN2CCC(CC2)C=2OC(=NN2)COC2=CC=C(C=C2)Cl)C=C1)F 2-(4-chloro-3-fluorophenoxy)-N-(4-(5-((4-chlorophenoxy)methyl)-1,3,4-oxadiazol-2-yl)piperidin-1-yl)acetamide